2-(3-ethylsulfonyl-6-hydroxy-imidazo[1,2-a]pyridin-2-yl)-6-(trifluoromethoxy)isoindolin-1-one C(C)S(=O)(=O)C1=C(N=C2N1C=C(C=C2)O)N2C(C1=CC(=CC=C1C2)OC(F)(F)F)=O